4-amino-1-(6-(hydroxymethyl)tetrahydro-2H-pyran-3-yl)-1H-pyrazolo[3,4-d]pyrimidine NC1=C2C(=NC=N1)N(N=C2)C2COC(CC2)CO